CC1=NOC(=C1C1=NC2=CC=C(C=C2C(=N1)NCC=1SC=CC1)C=1C(=NOC1C)C)C 2,6-bis(3,5-dimethylisoxazol-4-yl)-N-(thien-2-ylmethyl)quinazolin-4-amine